BrC1=C(C(=C(C(=O)OC)C=C1)O)O methyl 4-bromo-2,3-dihydroxybenzoate